NCC(O)C1=CC=C(C=C1)N 2-amino-1-(4-aminophenyl)ethan-1-ol